(5-Bromo-1-methyl-1H-indazol-3-yl)(cyclopropyl)methanol BrC=1C=C2C(=NN(C2=CC1)C)C(O)C1CC1